DL-3-hydroxy-3-methylglutaryl-coenzyme A OC(CC(=O)SCCNC(CCNC([C@@H](C(COP(OP(OC[C@@H]1[C@H]([C@H]([C@@H](O1)N1C=NC=2C(N)=NC=NC12)O)OP(=O)(O)O)(=O)O)(=O)O)(C)C)O)=O)=O)(CC(=O)O)C